C(C)(C)(C)OC(=O)O[C@@H]1[C@H]([C@H](N(C1)C(=O)[O-])CC1=CC=C(C=C1)OC)OC(=O)C1CN(C1)CC1CCOCC1 (2R,3S,4S)-4-[(tert-butoxycarbonyl)oxy]-2-[(4-methoxyphenyl)methyl]-3-[1-(oxan-4-ylmethyl)azetidine-3-carbonyloxy]pyrrolidine-1-carboxylate